COC1=C(C=CC(=C1)OC)CN(S(=O)(=O)C1=C(C=C(C=C1F)N1CC(CCC1)(CCC1=CC(=CC=C1)C(F)(F)F)N(C1COCC1)C)F)C1=NC=NC=C1 N-[(2,4-dimethoxy-phenyl)methyl]-2,6-difluoro-4-[3-[methyl(tetrahydrofuran-3-yl)amino]-3-[2-[3-(trifluoromethyl)-phenyl]ethyl]-1-piperidyl]-N-pyrimidin-4-yl-benzenesulfonamide